ClC1=C(O[C@@H](C(=O)OC)C)C=C(C=C1)CN1C(=C(C2=CC(=CC=C12)C(N[C@@H](C)C1=CC(=CC=C1)C(C)C)=O)C)C (R)-Methyl 2-(2-chloro-5-((5-(((S)-1-(3-isopropylphenyl)ethyl)carbamoyl)-2,3-dimethyl-1H-indol-1-yl)methyl)phenoxy)propanoate